methyl-(2-oxo-2-(phenylsulfonylamino)ethyl)carbamic acid tert-butyl ester C(C)(C)(C)OC(N(CC(NS(=O)(=O)C1=CC=CC=C1)=O)C)=O